O1[C@@H]2[C@](CC1)(CCC2)NC(C2=CC(=NC=C2)N2C=NC=C2)=O N-((3aR,6aS)-hexahydro-3aH-cyclopenta[b]furan-3a-yl)-2-(1H-imidazol-1-yl)isonicotinamide